C(C)(C)(C)OC(=S)N1CCC(CC1)C1=C(C(=C(C=C1)S(N)(=O)=O)F)F 4-(2,3-difluoro-4-sulfamoylphenyl)thiopiperidine-1-carboxylic acid tert-butyl ester